(3S)-N1-[4-(3-cyanophenyl)-5-(2,6-dimethyl-4-pyridyl)thiazol-2-yl]pyrrolidine-1,3-dicarboxamide C(#N)C=1C=C(C=CC1)C=1N=C(SC1C1=CC(=NC(=C1)C)C)NC(=O)N1C[C@H](CC1)C(=O)N